2-({[(3,6-dichloropyridazin-4-yl)carbonyl]amino}methyl)-1,3-thiazole-4-carboxylic acid ClC=1N=NC(=CC1C(=O)NCC=1SC=C(N1)C(=O)O)Cl